2-(6-(4-fluoropiperidin-1-yl)-9H-purin-9-yl)acrylate FC1CCN(CC1)C1=C2N=CN(C2=NC=N1)C(C(=O)[O-])=C